O=C1NC(CCC1NC=1C=C(C(=NC1)N1CCC(CC1)(O)CC(=O)O)F)=O 2-[1-[5-[(2,6-dioxo-3-piperidinyl)amino]-3-fluoro-2-pyridinyl]-4-hydroxy-4-piperidinyl]acetic acid